decahydro-2-naphthyl acetate C(C)(=O)OC1CC2CCCCC2CC1